ClC1=C(N)C=C(C(=C1)Cl)OC(C)CC 2,4-dichloro-5-sec-butoxyaniline